FC(OC=1C=C(C=CC1)N1C(C2(C3=CC(=CC=C13)C(=O)OCC)CCC2)=O)F ethyl 1'-(3-(difluoromethoxy)phenyl)-2'-oxospiro[cyclobutane-1,3'-indoline]-5'-carboxylate